6-chloro-4-methoxycarbonyloxy-1-methacryloyloxynaphthalene ClC=1C=C2C(=CC=C(C2=CC1)OC(C(=C)C)=O)OC(=O)OC